C(#N)C1=C(C=C(C=C1)C)S(=O)(=O)N1CCC2(CC(CO2)NC[C@@H](COC=2C=C(C=CC2)S(=O)(=O)NC)O)CC1 3-((2S)-3-(8-(2-cyano-5-methylbenzenesulfonyl)-1-oxa-8-azaspiro[4.5]dec-3-ylamino)-2-hydroxypropoxy)-N-methylbenzenesulfonamide